5-chloro-2,7-dimethyl-2H-pyrazolo[4,3-b]pyridine ClC=1C=C(C=2C(N1)=CN(N2)C)C